tert-butyl (4-(6-(6-(2-(diisopropylcarbamoyl)-4-fluorophenoxy)-1,2,4-triazin-5-yl)-2,6-diazaspiro[3.4]octan-2-yl)-2-hydroxy-5-methylhexyl)(methyl)carbamate C(C)(C)N(C(=O)C1=C(OC2=C(N=CN=N2)N2CC3(CN(C3)C(CC(CN(C(OC(C)(C)C)=O)C)O)C(C)C)CC2)C=CC(=C1)F)C(C)C